FC(C1=CC=C(C=C1)C1=CCC2(OCCO2)CC1)(F)F 8-[4-(trifluoromethyl)phenyl]-1,4-dioxaspiro[4.5]dec-7-ene